cyano-2,3-dicarboxycinnamic acid ethyl ester C(C)OC(C(=CC1=C(C(=CC=C1)C(=O)O)C(=O)O)C#N)=O